NC1=NC=NC(=C1C#C[C@H]1N(CCC1)C(=O)OC(C)(C)C)Cl tert-butyl (S)-2-((4-amino-6-chloropyrimidin-5-yl)ethynyl)pyrrolidine-1-carboxylate